FC(C(=O)N)(C1=CC(=CC=C1)OCCOC)F difluoro-2-(3-(2-methoxyethoxy)phenyl)acetamide